Chloroadenine ClC1=NC(=C2NC=NC2=N1)N